5-chloro-2-(pyrimidin-5-yl)-pyridin-3-yl 3-[4-(2-aminothiazol-4-yl)-1H-1,2,3-triazol-1-yl]-3-deoxy-2-O-methyl-1-thio-α-D-galactopyranoside NC=1SC=C(N1)C=1N=NN(C1)[C@@H]1[C@H]([C@@H](SC=2C(=NC=C(C2)Cl)C=2C=NC=NC2)O[C@@H]([C@@H]1O)CO)OC